N1(CCC2(CC1)CCOC1=CC=CC=C12)C(=O)OC(C)(C)C tert-Butyl spiro[chromane-4,4'-piperidine]-1'-carboxylate